(2S,3S)-ethyl 3-((2-(2-chloro-5H-pyrrolo[2,3-b]pyrazin-7-yl)-6-(1H-imidazol-1-yl) pyrimidin-4-yl)amino)bicyclo[2.2.2]octane-2-carboxylate ClC=1N=C2C(=NC1)NC=C2C2=NC(=CC(=N2)N[C@@H]2[C@H](C1CCC2CC1)C(=O)OCC)N1C=NC=C1